C[C@@]12CCC[C@H]1[C@@H]1CCC3=CCC=C[C@]3(C)[C@H]1CC2 androsta-1,4-diene